7-[(2R)-2-(1-cyclopropylpyrazol-4-yl)tetrahydropyran-4-yl]-5-[2-fluoro-4-(trifluoromethyl)phenyl]-2-methyl-pyrido[3,4-d]pyridazin-1-one C1(CC1)N1N=CC(=C1)[C@@H]1OCCC(C1)C1=CC2=C(C=NN(C2=O)C)C(=N1)C1=C(C=C(C=C1)C(F)(F)F)F